CN1N=C(C(=C1C)C=1C=CC=C2C(=C(NC12)C(=O)OCC)CCCOC1=CC=CC2=CC=CC=C12)[C@@H](CCN1CCOCC1)NC |r| (rac)-ethyl 7-(1,5-dimethyl-3-(1-(rac)-(methylamino)-3-morpholinopropyl)-1H-pyrazol-4-yl)-3-(3-(naphthalen-1-yloxy)propyl)-1H-indole-2-carboxylate